CC=1SC(=C(N1)C)C=1C=CC(N(N1)CC1CCN(CC1)CC1=CC(=CC=C1)F)=O 6-(2,4-dimethylthiazol-5-yl)-2-((1-(3-fluorobenzyl)piperidin-4-yl)methyl)pyridazin-3(2H)-one